FC1(CCN(CC1)C(=O)C=1C=C2C(=NC1)N(C=C2)C2=CC(=C(C(=O)OC)C=C2)F)F methyl 4-(5-(4,4-difluoropiperidine-1-carbonyl)-1H-pyrrolo[2,3-b]pyridin-1-yl)-2-fluorobenzoate